nonandioic acid C(CCCCCCCC(=O)O)(=O)O